2,7-dibromospiro[fluorene-9,9-xanthene] BrC1=CC2=C(C=C1)C1=CC=C(C=C1C21C2=CC=CC=C2OC=2C=CC=CC12)Br